(E)-tert-butyl 3-(isoquinolin-6-yl)acrylate C1=NC=CC2=CC(=CC=C12)/C=C/C(=O)OC(C)(C)C